1-methyl-4-((trimethylsilanyl)ethynyl)-1H-pyrazole CN1N=CC(=C1)C#C[Si](C)(C)C